COC1=NC=C(C(=N1)OC)C=1C=C(C=2N(N1)C=CN2)[C@@H]2[C@H](C2)C2=C(C=C(C#N)C=C2)F 4-((1S,2S)-2-(6-(2,4-dimethoxypyrimidin-5-yl)imidazo[1,2-b]pyridazin-8-yl)cyclopropyl)-3-fluorobenzonitrile